C[C@@H](C(=O)N[C@H](CCC(=O)N[C@@H](CCCCN)C(=O)N[C@H](C)C(=O)N[C@H](C)C(=O)O)C(=O)O)NC(=O)[C@@H](C)O[C@@H]1[C@H]([C@H](O[C@@H]([C@H]1O[C@H]2[C@@H]([C@H]([C@@H]([C@H](O2)CO)O)O)NC(=O)C)CO)OP(=O)(O)OP(=O)(O)OC/C=C(/C)\\CC/C=C(/C)\\CC/C=C(/C)\\CC/C=C(/C)\\CC/C=C(/C)\\CC/C=C(/C)\\CC/C=C(/C)\\CC/C=C(/C)\\CC/C=C(\\C)/CC/C=C(\\C)/CCC=C(C)C)NC(=O)C The molecule is an undecaprenyldiphospho-N-acetyl-(N-acetylglucosaminyl)muramoyl peptide in which the peptide element is L-alanyl-D-gamma-glutamyl-L-lysyl-D-alanyl-D-alanine. It has a role as a mouse metabolite. It is a conjugate acid of a lipid II(3-).